(S)-1-(5-chloro-3-methyl-pyridin-2-yl)-4-(3-fluoro-4-methylbenzyl)-3-(oxetan-3-yl)piperazine-2,5-dione ClC=1C=C(C(=NC1)N1C([C@@H](N(C(C1)=O)CC1=CC(=C(C=C1)C)F)C1COC1)=O)C